2-(4-methylphenyl)-2-(N-phenyl)aminoethanol CC1=CC=C(C=C1)C(CO)NC1=CC=CC=C1